BrC=1C(=C(C=CC1)N1N=C(N=C1C1(CC1)NC)C)F 1-(1-(3-bromo-2-fluorophenyl)-3-methyl-1H-1,2,4-triazol-5-yl)-N-methylcyclopropan-1-amine